cyclohexanecarboamide C1(CCCCC1)C(=O)N